2-methylsulfanyl-5,6,7,8-tetrahydro-3H-quinazolin-4-one CSC1=NC=2CCCCC2C(N1)=O